5-fluoro-2-methoxypyridine-3-carbaldehyde FC=1C=C(C(=NC1)OC)C=O